CCCCCCCCCCCCCCCCCC[SiH3] C18-octadecyl-silane